COC=1C=2N(N=C(C1)C=1N=C3N(C(C1)=O)C=C(S3)N3CCNCC3)C=C(N2)C 7-(8-Methoxy-2-methylimidazo[1,2-b]pyridazin-6-yl)-2-piperazin-1-yl-thiazolo[3,2-a]pyrimidin-5-on